O=C1CC2(CN(CC2)C(=O)OC(C)(C)C)OC2=CC(=C(C=C12)C(=O)OC)C(=O)OC 1'-(tert-butyl) 6,7-dimethyl 4-oxospiro[chroman-2,3-pyrrolidine]-1',6,7-tricarboxylate